ClC1=CC=C2C(=NC=3N(C2=C1)C=NN3)N(C=3C=C(C=CC3)C#CC3(CCCCC3)O)C ((3-((8-chloro-[1,2,4]triazolo[4,3-a]quinazolin-5-yl)(methyl)amino)phenyl)ethynyl)cyclohexan-1-ol